7-((2S,5R)-4-acryloyl-2,5-dimethylpiperazin-1-yl)-10-(8-chloronaphthalen-1-yl)-2H-[1,4]oxazino[2,3,4-ij]quinazolin-5(3H)-one C(C=C)(=O)N1C[C@@H](N(C[C@H]1C)C1=NC(N2C3=C(C(=CC=C13)C1=CC=CC3=CC=CC(=C13)Cl)OCC2)=O)C